CN1N=C(C(=C1C)O)C1=CC(=CC=C1)S(=O)(=O)CC 1,5-dimethyl-3-(3-(ethylsulfonyl)phenyl)-pyrazole-4-ol